(E)-1-(4-methoxyphenyl)-N-(6-(4-methoxyphenyl)-3-((E)-4-methoxystyryl)-2-methylimidazo[1,2-b][1,2,4]triazin-7-yl)methanimine COC1=CC=C(C=C1)\C=N\C1=C(N=C2N1N=C(C(=N2)\C=C\C2=CC=C(C=C2)OC)C)C2=CC=C(C=C2)OC